O=C1C(N2CC[C@H]1C2)COP(=O)(OC2=CC=CC=C2)N[C@@H](C)C(=O)OCC2=CC=CC=C2 benzyl ((((1R,4S)-3-oxo-1-azabicyclo[2.2.1]heptan-2-yl)methoxy)(phenoxy)phosphoryl)-L-alaninate